C1(CCC1)C(NC(=O)C=1C=C2CN(C(C2=CC1)=O)C1C(NC(CC1)=O)=O)C1=CC(=CC=C1)F N-(cyclobutyl(3-fluorophenyl)methyl)-2-(2,6-dioxopiperidin-3-yl)-1-oxoisoindoline-5-carboxamide